C(CCC)NCCCCN N-butylbutane-1,4-diamine